7-[5-chloro-2-[1-(oxazolidin-2-yl)-5-(trifluoromethyl)pyrazol-3-yl]phenyl]-N-[(2,4-dimethoxyphenyl)methyl]cinnolin-4-amine ClC=1C=CC(=C(C1)C1=CC=C2C(=CN=NC2=C1)NCC1=C(C=C(C=C1)OC)OC)C1=NN(C(=C1)C(F)(F)F)C1OCCN1